[Li]C1=CC=CC=2NC3=CC=CC(=C3C12)[Li] 4,5-dilithiocarbazole